(S)-3-amino-6-cyclopropyl-4-(5-fluoro-1H-indazol-4-yl)-1H-1,7-phenanthrolin-2-one NC=1C(NC2=C3C=CC=NC3=C(C=C2C1C1=C2C=NNC2=CC=C1F)C1CC1)=O